ClC1=CC(=C(COC2=NN(C=C2)C2CCN(CC2)CC2=NC3=C(N2C[C@H]2OCC2)C=C(C=C3)C(=O)O)C=C1)F (S)-2-((4-(3-((4-chloro-2-fluorobenzyl)oxy)-1H-pyrazol-1-yl)piperidin-1-yl)methyl)-1-(oxetan-2-ylmethyl)-1H-benzo[d]imidazole-6-carboxylic acid